C(C)(C)(C)OC=1C(=C(C=CC1)CC(C(=O)OCC)=O)[N+](=O)[O-] Ethyl 3-(3-tert-butoxy-2-nitrophenyl)-2-oxopropionate